C(C)(C)(C)OC(=O)C1CC(CC1)NC(=O)C1(CC(=NO1)C1=CC(=CC(=C1)F)F)C(F)(F)F 3-({[3-(3,5-difluorophenyl)-5-(trifluoromethyl)-4,5-dihydro-1,2-oxazol-5-yl]carbonyl}amino)cyclopentanecarboxylic acid tert-butyl ester